((S)-5H-imidazo[5,1-a]isoindol-5-yl)oxepan-4-ol C=1N=CN2C1C1=CC=CC=C1[C@H]2C2OCCCC(C2)O